1-(2-Chloro-6-methylpyridin-4-yl)ethan-1-ol ClC1=NC(=CC(=C1)C(C)O)C